1-(tert-butyl)-5-(2-methyl-4-(3-(piperazin-1-yl)pyridin-4-yl)benzyl)-1,5,6,7-tetrahydro-4H-pyrazolo[4,3-c]pyridin-4-one hydrochloride Cl.C(C)(C)(C)N1N=CC=2C(N(CCC21)CC2=C(C=C(C=C2)C2=C(C=NC=C2)N2CCNCC2)C)=O